methyl-2-butylaniline CNC1=C(C=CC=C1)CCCC